C1(=CC=CC=C1)N(C1=CC=C(C=C1)C1=CC=C(C=C1)C(=O)C=1C(N(C2=CC=CC=C2C1O)C)=O)C1=CC=CC=C1 3-[4'-(diphenylamino)-[1,1'-Biphenyl]-4-carbonyl]-4-hydroxy-1-methylquinolin-2(1H)-one